FC=1C=C(C=CC1)C1=CC(=C(N=N1)NC1C[C@@H]2[C@@H](CN(C2)CC2=NC=CC=C2)C1)C(F)(F)F (3aR,5s,6aS)-N-(6-(3-fluorophenyl)-4-(trifluoro-methyl)pyridazin-3-yl)-2-(pyridin-2-ylmethyl)octahydro-cyclopenta[c]pyrrol-5-amine